COC1=CC=C(C=C1)C(CC(C)C1OC2(OC1)CCCCC2)=O 1-(4-methoxyphenyl)-3-(1,4-dioxaspiro[4.5]decan-2-yl)butan-1-one